NC1C2(CCC(C1)C2)C(=O)[O-] aminonorbornyl-carboxylate